ClC=1C=C(OC2=CC=CC(=N2)S(=O)(=O)NC(=O)C=2C(=NC=CC2)N2C(CC(C2)C)(C)C)C=C(C1)C#N N-[[6-(3-Chloro-5-cyanophenoxy)-2-pyridyl]sulfonyl]-2-(2,2,4-trimethylpyrrolidin-1-yl)pyridin-3-carboxamid